3-[[3-(dimethylamino)propyl]amino]propionitrile CN(CCCNCCC#N)C